N-methyl-2,2-bis(2-propenyl)-4-pentylamine CNC(CC(C)(CC=C)CC=C)C